tert-butyl 3-(5-bromopyridin-3-yl)morpholine-4-carboxylate BrC=1C=C(C=NC1)C1N(CCOC1)C(=O)OC(C)(C)C